O1C(CCCC1)N1N=CC2=CC(=CC=C12)OC1(CC1)CO (1-((1-(tetrahydro-2H-pyran-2-yl)-1H-indazol-5-yl)oxy)cyclopropyl)methanol